4-[4-(4-aminophenoxy)-2,3,5,6-tetrafluorophenoxy]aniline NC1=CC=C(OC2=C(C(=C(OC3=CC=C(N)C=C3)C(=C2F)F)F)F)C=C1